CS(=O)(=O)N1CCC(C1)C1=CC=CC=C1 1-(Methylsulfonyl)-4-phenylpyrrolidin